N-(but-3-en-1-yl)-4-methyl-N-(2-(1-(p-tolyl)vinyl)phenyl)benzenesulfonamide C(CC=C)N(S(=O)(=O)C1=CC=C(C=C1)C)C1=C(C=CC=C1)C(=C)C1=CC=C(C=C1)C